N-[(1R,3R)-3-[[6-[2,6-difluoro-3-[[(3R)-3-fluoropyrrolidin-1-yl]sulfonylamino]phenyl]-8-methyl-7-oxopyrido[2,3-d]pyrimidin-2-yl]amino]cyclopentyl]acetamide FC1=C(C(=CC=C1NS(=O)(=O)N1C[C@@H](CC1)F)F)C1=CC2=C(N=C(N=C2)N[C@H]2C[C@@H](CC2)NC(C)=O)N(C1=O)C